2-chloro-N-[1-(2-cyclopropylpyridin-4-yl)-1H-indazol-4-yl]-5-[({[1-(trifluoromethyl)cyclopropyl]carbonyl}amino)methyl]benzamide ClC1=C(C(=O)NC2=C3C=NN(C3=CC=C2)C2=CC(=NC=C2)C2CC2)C=C(C=C1)CNC(=O)C1(CC1)C(F)(F)F